2-chloro-6-(2,4-dichlorophenyl)nicotinamide ClC1=C(C(=O)N)C=CC(=N1)C1=C(C=C(C=C1)Cl)Cl